1-(6-(4-(((5-fluoro-4-oxo-2-(((tetrahydro-2H-pyran-4-yl)oxy)methyl)-3,4-dihydroquinazolin-7-yl)oxy)methyl)piperidin-1-yl)-1-methyl-1H-indazol-3-yl)dihydropyrimidine-2,4(1H,3H)-dione FC1=C2C(NC(=NC2=CC(=C1)OCC1CCN(CC1)C1=CC=C2C(=NN(C2=C1)C)N1C(NC(CC1)=O)=O)COC1CCOCC1)=O